C(=O)O.[Pb] lead formic acid